ClC=1C(=C(CN2C(CC(CC2)(C(=O)O)CC2=NC(=CC=C2)NC=2SC=CN2)C)C=CC1)F 1-(3-chloro-2-fluorobenzyl)-2-methyl-4-((6-(thiazol-2-ylamino)pyridin-2-yl)methyl)piperidine-4-carboxylic acid